O1CCN(C2=C1C=CC=C2)NC(=O)C=2C=NC1=C(C=CC=C1C2N2CCSCC2)C2=C(C(=CC(=C2)F)F)F N-(2,3-dihydro-1,4-benzoxazin-4-yl)-4-thiomorpholino-8-(2,3,5-trifluorophenyl)quinoline-3-carboxamide